propionic acid tert-butyl ester trifluoroacetate salt FC(C(=O)O)(F)F.C(C)(C)(C)OC(CC)=O